(5S)-3-(tert-butoxycarbonyl)-5-(3,5-difluorophenyl)-3-azabicyclo[3.1.0]hexane-2-carboxylic acid C(C)(C)(C)OC(=O)N1C(C2C[C@@]2(C1)C1=CC(=CC(=C1)F)F)C(=O)O